1-1-Ethyl-3-(3-dimethylaminopropyl)carbodiimide hydrochloride Cl.C(C)N=C=NCCCN(C)C